N2-(4,4-difluorocyclohexyl)-N4-(tetrahydro-2H-pyran-4-yl)-6-(6-(trifluoromethyl)pyridin-2-yl)-1,3,5-triazine-2,4-diamine FC1(CCC(CC1)NC1=NC(=NC(=N1)NC1CCOCC1)C1=NC(=CC=C1)C(F)(F)F)F